CC1(C\C(\CCC1)=C/CO)C (2Z)-2-(3,3-dimethylcyclohexylidene)ethanol